N-{[1-(Pyrrolidine-1-carbonyl)cyclobutyl]methyl}-4H,5H,6H,7H,8H,9H-cycloocta[b]thiophene-2-carboxamide N1(CCCC1)C(=O)C1(CCC1)CNC(=O)C1=CC2=C(S1)CCCCCC2